ClC=1C2=C(N=C(N1)N1CCOCC1)N(CC2)C(=O)C2=CC=CC=C2 4-chloro-2-morpholino-5H-pyrrolo[2,3-d]pyrimidin-7(6H)-yl(phenyl)methanone